(R)-5-((3-Hydroxypyrrolidin-1-yl)methyl)-2-(4-(2-((1-(methylsulfonyl)piperidin-4-yl)amino)-5-(trifluoromethyl)pyrimidin-4-yl)-1H-imidazol-1-yl)benzonitrile O[C@H]1CN(CC1)CC=1C=CC(=C(C#N)C1)N1C=NC(=C1)C1=NC(=NC=C1C(F)(F)F)NC1CCN(CC1)S(=O)(=O)C